CC1=NN=C(S1)[C@@H](C)NC(C1=CC(=CC(=C1)OC1CCOCC1)C=1SC(=CN1)C)=O N-[(1R)-1-(5-Methyl-1,3,4-thiadiazol-2-yl)ethyl]-3-(5-methyl-1,3-thiazol-2-yl)-5-(tetrahydro-2H-pyran-4-yloxy)benzamide